4-(4-(((1-(dimethylamino)cyclobutyl)methyl)amino)-8-fluoro-2-(2-(1-methyl-1H-imidazol-2-yl)ethoxy)pyrido[4,3-d]pyrimidin-7-yl)naphthalen-2-ol CN(C1(CCC1)CNC=1C2=C(N=C(N1)OCCC=1N(C=CN1)C)C(=C(N=C2)C2=CC(=CC1=CC=CC=C21)O)F)C